COC1=CC=C(CN(C2=NC(=NC=3N2N=CC3C=3SC=CN3)N3CCN(CC3)C(=O)OCC3=CC=CC=C3)CC3=CC=C(C=C3)OC)C=C1 benzyl 4-{4-[bis(4-methoxybenzyl)amino]-8-(1,3-thiazol-2-yl)pyrazolo[1,5-a][1,3,5]triazin-2-yl}piperazine-1-carboxylate